4-(4-(4-methylpiperazin-1-yl)-piperidin-1-yl)aniline CN1CCN(CC1)C1CCN(CC1)C1=CC=C(N)C=C1